1-(2-(4-(piperazin-1-yl)pyridin-2-yl)-2,6-diazaspiro[3.4]octan-6-yl)prop-2-en-1-one N1(CCNCC1)C1=CC(=NC=C1)N1CC2(C1)CN(CC2)C(C=C)=O